ClC1=CC=C2C=CC=NC2=C1NS(=O)(=O)C1=NC=CC=C1N(C)C N-(7-chloro-quinolin-8-yl)-3-(dimethyl-amino)pyridine-2-sulfonamide